(R)-N-(1-(3-Phenylazetidin-1-yl)propan-2-yl)-4-(5-(trifluoromethyl)-1,2,4-oxadiazol-3-yl)benzamide C1(=CC=CC=C1)C1CN(C1)C[C@@H](C)NC(C1=CC=C(C=C1)C1=NOC(=N1)C(F)(F)F)=O